ClC1=CC=C(O[C@@H]2[C@@](CN(C2)S(=O)(=O)C2=C(C#N)C=C(C=C2)C(F)(F)F)(CO)O)C=C1 2-(((3r,4s)-4-(4-chlorophenoxy)-3-hydroxy-3-(hydroxymethyl)pyrrolidin-1-yl)sulfonyl)-5-(trifluoromethyl)benzonitrile